pyridinium (2S,5R)-N'-(methoxyacetyl)-7-oxo-6-(sulfooxy)-1,6-diazabicyclo[3.2.1]-octane-2-carbohydrazide COCC(=O)NNC(=O)[C@H]1N2C(N([C@H](CC1)C2)OS(=O)(=O)O)=O.[NH+]2=CC=CC=C2